O-pivaloylhydroxylamine trifluoromethanesulfonate Salt FC(S(=O)(=O)O)(F)F.C(C(C)(C)C)(=O)ON